F[C@H]1C[C@H](N2N=C(N=C21)CC#N)C2=CC=CC=C2 |r| 2-[rac-(5s,7s)-7-fluoro-5-phenyl-6,7-dihydro-5H-pyrrolo[1,2-b][1,2,4]triazol-2-yl]acetonitrile